ClC=1C=C(C=CC1Cl)C=1N(C(=CC(C1)=O)CNC(=O)OC)CC 2-(3,4-dichlorophenyl)-1-ethyl-6-[(methoxycarbonylamino)methyl]-4-oxo-pyridine